(S)-2-(3-((benzyloxy)carbonyl)-5-oxooxazolidin-4-yl)acetic acid C(C1=CC=CC=C1)OC(=O)N1COC([C@@H]1CC(=O)O)=O